2,5-dihydroxy-4-n-dodecyl benzenesulfonate C1(=CC=CC=C1)S(=O)(=O)OC(CC(C)O)C(CCCCCCC)O